3-[3-[2-methoxy-4-(trifluoromethyl)anilino]pyrazin-2-yl]-4H-1,2,4-oxadiazol-5-one COC1=C(NC=2C(=NC=CN2)C2=NOC(N2)=O)C=CC(=C1)C(F)(F)F